NC1=C2C(=NC=N1)N(N=C2C2=CC=C(C=C2)OC2=CC=CC=C2)[C@H]2[C@@H](CN(CC2)CC=2C=C1C(N(C(C1=CC2F)=O)C2C(NC(CC2)=O)=O)=O)F 5-(((3R,4R)-4-(4-amino-3-(4-phenoxyphenyl)-1H-pyrazolo[3,4-d]pyrimidin-1-yl)-3-fluoropiperidin-1-yl)methyl)-2-(2,6-dioxopiperidin-3-yl)-6-fluoroisoindoline-1,3-dione